N1C=NC2=C1C=CC(=C2)N2C(NC(C2C2=C(C(=CC=C2F)Cl)F)=NC2CCCC1=CC=CC=C21)=O 1-(1H-Benzoimidazol-5-yl)-5-(3-chloro-2,6-difluorophenyl)-4-(1,2,3,4-tetrahydro-naphthalen-1-ylimino)-imidazolidin-2-on